CC1=CC=C(C=C1)S(=O)(=O)OC1=C2N=CN(C2=NC(=N1)N1CCOCC1)C1=NC=C(C=C1)C#N 9-(5-cyanopyridin-2-yl)-2-morpholino-9H-purin-6-yl 4-methylbenzenesulfonate